CC1=C(SC=2NC(N=C(C21)NC2=C(C=CC=C2)C2=NCC(N(C1=C2C=C(C=C1)[N+](=O)[O-])C)=O)=O)C 5-[2-({5,6-dimethyl-2-oxo-1H,2H-thieno[2,3-d]pyrimidin-4-yl}amino)phenyl]-1-methyl-7-nitro-2,3-dihydro-1H-1,4-benzodiazepin-2-one